NC1=CC(=C(C=C1)C(=O)C=1NC=2C=CC3=C(C2C1)C(=CC=C3)OC)F (4-Amino-2-fluoro-phenyl)-(9-methoxy-3H-benzo[e]indol-2-yl)-methanone